[C@@H]1([C@H](O)[C@H](O)[C@@H](CO)O1)N1C=CC=2C(=S)NC(N)=NC12 6-thio-7-deaza-guanosine